Glucuronat O=C[C@H](O)[C@@H](O)[C@H](O)[C@H](O)C(=O)[O-]